C(C1=CC=CC=C1)(=O)[C@H]1[C@@H](C12C(C1=CC=CC=C1C2=O)=O)C2=C(C=CC=C2)Cl (2S,3S)-2-benzoyl-3-(o-chlorophenyl)spiro[cyclopropane-1,2'-indene]-1',3'-dione